(3-amino-6-(5-pyrimidinyl)thieno[2,3-b]pyridin-2-yl)(3,3-difluorocyclobutyl)methanol NC1=C(SC2=NC(=CC=C21)C=2C=NC=NC2)C(O)C2CC(C2)(F)F